FC1=C(C=CC(=C1F)OC)C1=CN=CN1C 5-(2,3-difluoro-4-methoxy-phenyl)-1-methyl-imidazole